BrC1=C(NC2=C1C(N(CC2)C)=O)C2=CC(=NC=C2)NC(C(C)C2=CC=C(C=C2)F)=O N-[4-(3-bromo-5-methyl-4-oxo-4,5,6,7-tetrahydro-1H-pyrrolo[3,2-c]pyridin-2-yl)pyridin-2-yl]-2-(4-fluorophenyl)propanamide